2'-(methylthio)-5',8'-dihydro-6'H-spiro[indene-1,7'-quinazoline]-4'-ol CSC1=NC=2CC3(CCC2C(=N1)O)C=CC1=CC=CC=C13